tert-butyl N-[5-(1,1-difluoroethyl)-3-ethylsulfonyl-2-pyridyl]carbamate FC(C)(F)C=1C=C(C(=NC1)NC(OC(C)(C)C)=O)S(=O)(=O)CC